ClC1=C(C=C(C=C1)N1CCN(CC1)C(=O)OC(C)(C)C)C(C)(F)F Tert-butyl 4-[4-chloro-3-(1,1-difluoroethyl)phenyl]piperazine-1-carboxylate